C(CCCCCCCCCCC)(=O)OC[C@@H](OC(CCCCCCCCCCC)=O)COP(=O)(O)OCCN 1,2-Di-lauroyl-sn-glycero-3-phosphoethanolamine